dichloro-N-((dimethylamino)sulfonyl)-fluoro-N-(p-tolyl)methanesulfenamide ClC(SN(C1=CC=C(C=C1)C)S(=O)(=O)N(C)C)(F)Cl